2-amino-N-(2-furylmethylcarbamoyl)acetamide NCC(=O)NC(NCC=1OC=CC1)=O